O=C1NC(CCC1N1C(C2=CC=C(C=C2C1=O)N1CCN(CC1)CC1CCC(CC1)OC1=CC=C(C=C1)\C(=C(\CC)/C1=CC=CC=C1)\C1=CC=C(C=C1)O)=O)=O (Z)-2-(2,6-Dioxopiperidin-3-yl)-5-(4-((4-(4-(1-(4-hydroxyphenyl)-2-phenylbut-1-en-1-yl)phenoxy)cyclohexyl)methyl)piperazin-1-yl)isoindolin-1,3-dion